Fluoro-3,6,11,11-tetramethyl-6-phenyl-26-oxa-3,4,13,14,15,21,30,33-octazahexacyclo[25.3.1.12,5.112,15.017,25.018,22]tritriaconta-1(31),2(33),4,12(32),13,17,19,22,24,27,29-undecaene FC1C(C2=NN(C(C=3N=CC=C(OC4=CC=C5NC=CC5=C4CN4N=NC(C(CCC1)(C)C)=C4)C3)=N2)C)(C2=CC=CC=C2)C